C1(CC1)NC(=O)C1=CC=C(C(=N1)F)C=1CCN(CC1)CC=1C=C2NC(C(=NC2=C(C1)C#CC)C)=O N-cyclopropyl-2-fluoro-1'-((2-methyl-3-oxo-8-(prop-1-yn-1-yl)-3,4-dihydroquinoxalin-6-yl)methyl)-1',2',3',6'-tetrahydro-[3,4'-bipyridine]-6-carboxamide